C(C)(C)(C)N1CC(C1)=O tert-butyl-3-oxoazetidine